COC(\C=C\C1=CC=C(C=C1)C#CC=1C=C2C(CCN(C2=CC1)CC#C[Si](C)(C)C)(C)C)=O.N1C(=NC=C1)CCC(=O)O ImidazolePropionic Acid Methyl-(2E)-3-[4-(2-{4,4-dimethyl-1-[3-(trimethylsilyl)prop-2-yn-1-yl]-1,2,3,4-tetrahydroquinolin-6-yl}ethynyl)phenyl]prop-2-enoate